C1(CC1)C1=C(C(=NO1)C1=C(C=NC=C1Cl)Cl)COC12CCC(CC1)(CC2)C=2N=C1C=CC=NC1=CC2 6-(4-((5-Cyclopropyl-3-(3,5-dichloropyridin-4-yl)isoxazol-4-yl)methoxy)bicyclo[2.2.2]octan-1-yl)-1,5-naphthyridin